C(C)NC(CCS)=O N-ethyl-3-mercaptopropanamide